3-isopropyl-1-methyl-2,3-dihydro-1H-pyrrole C(C)(C)C1CN(C=C1)C